furanboronic acid carbon [C].O1C(=CC=C1)B(O)O